ethyl 2-methyl-3-oxo-propanoate CC(C(=O)OCC)C=O